FC1=C(C(=O)C2=CNC3=NC=C(C=C32)C3=CC=C(C=C3)N3CCN(CC3)C(=O)OC(C)(C)C)C(=CC=C1NS(=O)(=O)N1C[C@@H](CC1)F)F tert-butyl 4-[4-[3-[2,6-difluoro-3-[[(3R)-3-fluoropyrrolidin-1-yl] sulfonylamino]benzoyl]-1H-pyrrolo[2,3-b]pyridin-5-yl]phenyl]piperazine-1-carboxylate